N-(3,4-Dimethylphenyl)-N1-(4-methoxyphenyl)-6-pyrrolidin-1-yl-[1,3,5]triazine-2,4-diamine hydrochloride Cl.CC=1C=C(C=CC1C)NC1N(C(=NC(=N1)N)N1CCCC1)C1=CC=C(C=C1)OC